C(C1=CC=CC=C1)(=O)OC1CN(C1)C=1N=C(C2=C(N1)CC[S+]2[O-])N(C2CCOCC2)C [1-[4-[methyl(tetrahydropyran-4-yl)amino]-5-oxido-6,7-dihydrothieno[3,2-d]pyrimidin-5-ium-2-yl]azetidin-3-yl] benzoate